2-((((9H-fluoren-9-yl)methoxy)carbonyl)amino)-3-(1-(tert-butoxycarbonyl)piperidin-4-yl)propanoic acid C1=CC=CC=2C3=CC=CC=C3C(C12)COC(=O)NC(C(=O)O)CC1CCN(CC1)C(=O)OC(C)(C)C